4-bromoresorcinol BrC1=C(C=C(O)C=C1)O